6-[2,6-difluoro-3-[3-fluoro-5-(hydroxymethyl)benzenesulfonamido]phenyl]-7-fluoro-N-methyl-1H-indazole-3-carboxamide FC1=C(C(=CC=C1NS(=O)(=O)C1=CC(=CC(=C1)CO)F)F)C1=CC=C2C(=NNC2=C1F)C(=O)NC